fluorene-13C [13CH]1=CC=CC=2C3=CC=CC=C3CC12